O1C=CC2=C1CCCC2NC=2C1=C(N=CN2)C=CC=N1 N-(4,5,6,7-Tetrahydro-1-benzofuran-4-yl)pyrido[3,2-d]pyrimidin-4-amine